N-(4-bromo-2-carbamoyl-6-methyl-phenyl)-2-cyclopropyl-5-(2,2-difluoroethoxy)pyrazole-3-carboxamide BrC1=CC(=C(C(=C1)C)NC(=O)C=1N(N=C(C1)OCC(F)F)C1CC1)C(N)=O